NC(CO)C1=CC=CC2=CC=CC=C12 2-Amino-2-(naphthalen-1-yl)ethanol